3-(5-((3,6-diazabicyclo[3.1.1]heptan-3-yl)methyl)-1-oxoisoindolin-2-yl)piperidine-2,6-dione C12CN(CC(N1)C2)CC=2C=C1CN(C(C1=CC2)=O)C2C(NC(CC2)=O)=O